CC1=CC(=NC=C1)C(=O)N1CCC(CC1)C(=O)N1N=CCC1C1=CC=CC=C1 (1-(4-methylpicolinoyl)piperidin-4-yl)(5-phenyl-4,5-dihydro-1H-pyrazol-1-yl)methanone